FC(C=1C=C(C=CC1)N1N=C(C=C1O)C)(F)F 1-(3-trifluoromethylphenyl)-3-methyl-1H-pyrazol-5-ol